3-[(5S)-5-(4-fluorophenyl)-5-hydroxy-1-oxopentyl]-4-phenyl-2-oxazolidinone FC1=CC=C(C=C1)[C@H](CCCC(=O)N1C(OCC1C1=CC=CC=C1)=O)O